N-(4-(2-amino-5-(1-(piperidin-4-yl)-1H-pyrazol-4-yl)pyridin-3-yl)-3-fluorophenyl)-6-cyano-5-cyclopropyl-1-(4-fluorophenyl)-2-oxo-1,2-dihydropyridine-3-carboxamide NC1=NC=C(C=C1C1=C(C=C(C=C1)NC(=O)C=1C(N(C(=C(C1)C1CC1)C#N)C1=CC=C(C=C1)F)=O)F)C=1C=NN(C1)C1CCNCC1